C1(=CC=CC=C1)[C@H]1CN(C2(CC2)C1)C(=O)OC(C)(C)C tert-butyl (6S)-6-phenyl-4-azaspiro[2.4]heptane-4-carboxylate